1-(5Z,8Z,11Z,14Z-eicosatetraenoyl)-2-(9Z-pentadecenoyl)-glycero-3-phospho-(1'-sn-glycerol) CCCCC/C=C\CCCCCCCC(=O)O[C@H](COC(=O)CCC/C=C\C/C=C\C/C=C\C/C=C\CCCCC)COP(=O)(O)OC[C@H](CO)O